ClC=1C=C(C=CC1OCC1CC1)C1=CC(=CN=N1)C(=O)NCC=1C(=NC=CC1)N1CC(OCC1)C 6-[3-chloro-4-(cyclopropylmethoxy)phenyl]-N-[[2-(2-methylmorpholin-4-yl)-3-pyridinyl]methyl]pyridazine-4-carboxamide